N-(4-((5-chloro-4-fluoro-2-(2-hydroxypropane-2-yl)phenyl)amino)-7-(2-morpholinoethoxy)quinazolin-6-yl)-4-(dimethylamino)but-2-enamide ClC=1C(=CC(=C(C1)NC1=NC=NC2=CC(=C(C=C12)NC(C=CCN(C)C)=O)OCCN1CCOCC1)C(C)(C)O)F